ClC=1C=C(NC2(CCC3(C(CC4=CC=CC=C34)CCCOC3=NNC=4CCCCC34)CC2)C(=O)O)C=CC1 (1r,4r)-4-(3-chloroanilino)-2'-{3-[(4,5,6,7-tetrahydro-1H-indazol-3-yl)oxy]propyl}-2',3'-dihydrospiro[cyclohexane-1,1'-indene]-4-carboxylic acid